BrC1=C(C=C(S1)[C@H]1N([C@@H](CC2=C1NC1=CC=CC=C21)C)CC(C)(C)F)C (1S,3R)-1-(5-Bromo-4-methylthiophen-2-yl)-2-(2-fluoro-2-methylpropyl)-3-methyl-2,3,4,9-tetrahydro-1H-pyrido[3,4-b]indole